2-propyl-2-amino(4-morpholinophenyl)ethane-1-one C(CC)C(C(=O)C1=CC=C(C=C1)N1CCOCC1)N